2-(1,5-dimethylhexyl)-5,9-dimethyl-1-decanol CC(CCCC(C)C)C(CO)CCC(CCCC(C)C)C